C1(CC1)NC(=O)C=1C(=CC(=C(C1)C1=CN=C(C(=N1)C(=O)N(C)C)NC(CO)(C)C)C)F 6-(5-(cyclopropylcarbamoyl)-4-fluoro-2-methylphenyl)-3-((1-hydroxy-2-methylpropan-2-yl)amino)-N,N-dimethylpyrazine-2-carboxamide